N2,N4-bis((S)-1,1,1-trifluorobutan-2-yl)-6-(6-(trifluoromethyl)pyridin-2-yl)-1,3,5-triazine-2,4-diamine FC([C@H](CC)NC1=NC(=NC(=N1)N[C@H](C(F)(F)F)CC)C1=NC(=CC=C1)C(F)(F)F)(F)F